1-(2,5-dimethoxy-4-methylphenyl)butan-2-amine COC1=C(C=C(C(=C1)C)OC)CC(CC)N